ClC=1C(=C(C=CC1C1=NC=NC(=N1)NC=1C=NN(C1)C)[C@@H](C)NC(OC(C)(C)C)=O)C tert-butyl (R)-(1-(3-chloro-2-methyl-4-(4-((1-methyl-1H-pyrazol-4-yl)amino)-1,3,5-triazin-2-yl)phenyl)ethyl)carbamate